propane-1,2-diol di(undecanoate) C(CCCCCCCCCC)(=O)OCC(C)OC(CCCCCCCCCC)=O